5-bromo-3-cyano-1H-pyrrolo[2,3-b]pyridine BrC=1C=C2C(=NC1)NC=C2C#N